2-mercapto-2-methylethyl-trioctoxysilane SC(C[Si](OCCCCCCCC)(OCCCCCCCC)OCCCCCCCC)C